(2E)-5-methylhex-2-enoic acid lithium salt [Li+].CC(C/C=C/C(=O)[O-])C